C(C)(C)(C)OC(NCCN1N=C2C=C(C(=CC2=C1)C)N)=O.COC1=C(C=CC=C1)C1=NC(=NC=C1)C#C[Si](C)(C)C 4-(2-methoxyphenyl)-2-[(trimethylsilyl)ethynyl]pyrimidine tert-butyl-N-[2-(6-amino-5-methylindazol-2-yl)ethyl]carbamate